6-{4-[(4-{[5-(trifluoromethoxy)pyridin-2-yl]Amino}piperidin-1-yl)sulfonyl]phenyl}-2H,3H-[1,2,4]triazolo[4,3-a]pyridin-3-one FC(OC=1C=CC(=NC1)NC1CCN(CC1)S(=O)(=O)C1=CC=C(C=C1)C=1C=CC=2N(C1)C(NN2)=O)(F)F